7-{3-[1-(2,2-Dimethylpropyl)-1H-pyrazol-4-yl]-6-methylpyridin-2-yl}chinolin CC(CN1N=CC(=C1)C=1C(=NC(=CC1)C)C1=CC=C2C=CC=NC2=C1)(C)C